Cl.N1CC(C1)C1=CC(=C(C(=C1)F)C1C(NC(CC1)=O)=O)F 3-(4-(azetidin-3-yl)-2,6-difluorophenyl)piperidine-2,6-dione hydrochloride